S1OC(O1)=O Carbonic acid thioester